N1CCNCCNCC1 1,4,7-triazonane